nickel bis(octylphenyl) sulfide C(CCCCCCC)C1=C(C=CC=C1)SC1=C(C=CC=C1)CCCCCCCC.[Ni]